1-((2-Chloropyridin-5-yl)methyl)-8-nitro-2,3-dihydroimidazo[1,2-a]pyridine-5(1H)-thione ClC1=NC=C(C=C1)CN1CCN2C1=C(C=CC2=S)[N+](=O)[O-]